rac-4-(6-Methyl-5-((3aR,6aS)-2-(tetrahydro-2H-pyran-4-yl)-1,2,3,3a,4,6a-hexahydrocyclopenta[c]pyrrol-5-yl)-1H-indazol-3-yl)pyridin-2(1H)-one CC1=C(C=C2C(=NNC2=C1)C1=CC(NC=C1)=O)C=1C[C@@H]2[C@@H](CN(C2)C2CCOCC2)C1 |r|